N[C@@H]1CN(CCC1)C1=CC(=NC=C1C#CC1CCOCC1)NC1=NC(=NC=C1)C1=C(C=C(C=C1OC)F)F (S)-N-(4-(3-aminopiperidin-1-yl)-5-((tetrahydro-2H-pyran-4-yl)ethynyl)pyridin-2-yl)-2-(2,4-difluoro-6-methoxyphenyl)pyrimidin-4-amine